C(C1=CC=CC=C1)(=O)C1(C(C(=O)N)C=CC=C1N)OC 2-benzoyl-amino-2-methoxybenzamide